C(C)N1C(=NNC1=O)CO 4-ethyl-3-(hydroxymethyl)-1H-1,2,4-triazol-5(4H)-one